C(C1=CC=CC=C1)N1C(=NC2=C1C=CC=C2C(=O)N)CC2=CC=CC=C2 1,2-Dibenzyl-1H-benzo[d]imidazole-4-carboxamide